CS(=O)(=O)OCC(F)(F)F trifluoroethyl methylsulfonate